C1(CC1)C(C)C=1C(=C(C=O)C=CC1)O 3-(1-cyclopropylethyl)-2-hydroxybenzaldehyde